tert-butyl 9-hydroxy-3-azaspiro[5.5]-3-undecylcarboxylate OC1CCC2(CCN(CC2)C(=O)OC(C)(C)C)CC1